BrC=1N=C2C(=C(C(N(C2=CC1)CC1CC1)=O)C#N)Cl 6-bromo-4-chloro-1-(cyclopropylmethyl)-2-oxo-1,2-dihydro-1,5-naphthyridine-3-carbonitrile